N-(2-methoxyethyl)but-2-enamide COCCNC(C=CC)=O